tert-Butyl 4-(3-(2,6-dioxopiperidin-3-yl)-1-methyl-4-oxo-3,4-dihydrophthalazin-6-yl)pipeRazine-1-carboxylate O=C1NC(CCC1N1N=C(C2=CC=C(C=C2C1=O)N1CCN(CC1)C(=O)OC(C)(C)C)C)=O